C1(CC1)C=1N=C(SC1)C1=NC=C(C(=N1)NC1CCC(CC1)(F)F)OC 2-(4-cyclopropylthiazol-2-yl)-N-(4,4-difluorocyclohexyl)-5-methoxypyrimidin-4-amine